(R)-2-methyl-N-(oxetan-3-ylidene)propane-2-sulfinamide CC(C)(C)[S@@](=O)N=C1COC1